FC=1C=C(C=C(C1O)F)CN(CC(=O)NO)CC1=CC(=C(C(=C1)F)O)F 2-[bis[(3,5-difluoro-4-hydroxy-phenyl)methyl]-amino]ethanehydroxamic acid